(3,3-difluorocyclobutyl)(6-(1-(2-propanyl)-1H-pyrazolo[3,4-b]pyridin-5-yl)thieno[2,3-b]pyridin-2-yl)methanol FC1(CC(C1)C(O)C1=CC=2C(=NC(=CC2)C=2C=C3C(=NC2)N(N=C3)C(C)C)S1)F